(R/S)-4-cyclopropyl-6-(3-(imidazo[1,2-a]pyridin-3-yl)piperazin-1-yl)pyrimidin-2-amine C1(CC1)C1=NC(=NC(=C1)N1C[C@@H](NCC1)C1=CN=C2N1C=CC=C2)N |r|